C(CCC)C1C(C1)C 1-Butyl-2-methylcyclopropane